C(CCCCCCC)(=O)C(=O)[C@H](O)[C@@H](O)[C@H](O)[C@H](O)CO caprylyl-glucose